CSC(C)(C)C tert-Butyl methyl sulfide